CN1N=CC(=C1)C=1SC=C(N1)C(=O)NC1CC(CCC1)C(F)(F)F 2-(1-methyl-1H-pyrazol-4-yl)-N-(3-(trifluoromethyl)cyclohexyl)thiazole-4-carboxamide